12-tridecene CCCCCCCCCCCC=C